trans-1-(3-fluoropropyl)-4-methyl-pyrrolidin-3-amine hydrochloride Cl.FCCCN1C[C@H]([C@@H](C1)C)N